C(C)(C)(C)OC(=O)NCC1=CC(=C(C(=C1)F)NC(=O)C1=CC2=C(OCCC3=C2SC=C3)C=C1C=1C(=NC(=CC1)C(NCCC)=O)C(=O)OC)F methyl 3-(9-((4-(((tert-butoxycarbonyl)amino)methyl)-2,6-difluorophenyl)carbamoyl)-4,5-dihydrobenzo[b]thieno[2,3-d]oxepin-8-yl)-6-(propylcarbamoyl)picolinate